N-methyl-1-[5-(trifluoromethyl)-1,3,4-oxadiazol-2-yl]methanamine CNCC=1OC(=NN1)C(F)(F)F